C(#N)C1=CC(=C(OC(C(=O)NC=2SC3=C(N2)C=C(C(=C3)OC)OC)C3=CC=C(C=C3)S(=O)(=O)CC)C=C1)C 2-(4-Cyano-2-methyl-phenoxy)-N-(5,6-dimethoxy-benzothiazol-2-yl)-2-(4-ethanesulfonyl-phenyl)-acetamide